COC1=CC(=NC=C1C#N)N1N=NC(=C1)CN1C[C@H](NCC1)C=1C(=C2COC(C2=CC1)=O)C (R)-4-methoxy-6-(4-((3-(4-methyl-1-oxo-1,3-dihydroisobenzofuran-5-yl)piperazin-1-yl)methyl)-1H-1,2,3-triazol-1-yl)nicotinonitrile